1-(4-(3-((4-amino-7-methyl-5-(4-phenoxyphenyl)-7H-pyrrolo[2,3-d]pyrimidin-6-yl)ethynyl)-3-fluoroazetidin-1-yl)piperidin-1-yl)prop-2-en-1-one NC=1C2=C(N=CN1)N(C(=C2C2=CC=C(C=C2)OC2=CC=CC=C2)C#CC2(CN(C2)C2CCN(CC2)C(C=C)=O)F)C